6-[({imidazo[1,2-a]pyridin-3-yl}methyl)amino]pyridine-3-carboxylic acid hydrochloride Cl.N=1C=C(N2C1C=CC=C2)CNC2=CC=C(C=N2)C(=O)O